C(=O)=[Ru](=C=O)(=C=O)(Cl)Cl tricarbonyl-ruthenium dichloride